CN1N=C2CNCCC2=C1 2-methyl-4,5,6,7-tetrahydro-2H-pyrazolo[3,4-c]pyridine